C(#N)C1=C(C=CC(=C1)C(F)(F)F)N1CCC(CC1)(C(=O)N[C@@H]1CN(CC1)C)C=1C=CC(=NC1)C=1C(=NC=CC1)C(F)F 1-[2-cyano-4-(trifluoromethyl)phenyl]-4-[2'-(difluoromethyl)-[2,3'-bipyridine]-5-yl]-N-[(3S)-1-methylpyrrolidin-3-yl]piperidine-4-carboxamide